BrC1=NC(=C(C(=N1)C(C)C)N1C(NC(C2=C1N=C(C(=C2)Cl)C2=C(C=CC=C2)F)=O)=O)C(C)C 1-(2-bromo-4,6-diisopropylpyrimidin-5-yl)-6-chloro-7-(2-fluorophenyl)pyrido[2,3-d]pyrimidine-2,4(1H,3H)-dione